C(C)C1(C(=C1C)CC)C1=C(C=C(C=C1OC)OC)OC ethyl-2-ethyl-3-methyl-1-(2,4,6-trimethoxyphenyl)cycloprop-2-ene